CN1C(=NC=C1)OC1=CC=C(C(=O)N)C=C1 4-((1-methyl-1H-imidazol-2-yl)oxy)benzamide